C(C=C)(=O)NC1CN(C1)C1CN(C1)C(=O)OC(C)(C)C tert-Butyl 3-(3-(acrylamido)azetidin-1-yl)azetidine-1-carboxylate